4-carboxymethyl-11-(1,3-dicarboxypropyl)-1,4,8,11-tetraazabicyclo[6.6.2]hexadecane C(=O)(O)CN1CCN2CCCN(CCN(CCC1)CC2)C(CCC(=O)O)C(=O)O